NCC1=CNC(C2=CC=C(C=C12)C=1C=NN(C1C1=C(C#N)C(=CC(=C1F)Cl)OC1CC1)C)=O 2-(4-(4-(aminomethyl)-1-oxo-1,2-dihydroisoquinolin-6-yl)-1-methyl-1H-pyrazol-5-yl)-4-chloro-6-cyclopropoxy-3-fluorobenzonitrile